ClC=1C(=C(C=CC1)NC1=C(NC2=C1C(NCC21CCN(CC1)C(=O)OC(C)(C)C)=O)C1=C(C=NC=C1)F)OC tert-butyl 3'-[(3-chloro-2-methoxyphenyl)amino]-2'-(3-fluoropyridin-4-yl)-4'-oxo-5',6'-dihydro-1'H-spiro[piperidine-4,7'-pyrrolo[3,2-c]pyridine]-1-carboxylate